C(C)(C)(C)OC(=O)N[C@H](C(=O)N1N[C@@H](CCC1)C(=O)OC)CC1=CC(=CC(=C1)O[Si](C(C)C)(C(C)C)C(C)C)B1OC(C(O1)(C)C)(C)C methyl (3s)-1-[(2s)-2-(tert-butoxycarbonylamino)-3-[3-(4,4,5,5-tetramethyl-1,3,2-dioxaborolan-2-yl)-5-triisopropylsilyloxy-phenyl]propanoyl]hexahydropyridazine-3-carboxylate